4-chloro-2-(methylthio)pyrrolo[2,1-f][1,2,4]triazine ClC1=NC(=NN2C1=CC=C2)SC